didecyl 3-methyl-9-oxo-2,4-bis(2-pyridyl)-7-[(2-pyridyl) methyl]-3,7-diazabicyclo[3.3.1]nonane-1,5-dicarboxylate CN1C(C2(CN(CC(C1C1=NC=CC=C1)(C2=O)C(=O)OCCCCCCCCCC)CC2=NC=CC=C2)C(=O)OCCCCCCCCCC)C2=NC=CC=C2